C1(CC1)C1=C(C=C(C(=C1)I)C)N(C(C#CC)=O)C1=CC=C2C(=N1)C(=NN2C)OC2COCC2 N-(2-cyclopropyl-4-iodo-5-methylphenyl)-N-[1-methyl-3-(oxolan-3-yloxy)pyrazolo[4,3-b]pyridin-5-yl]but-2-ynamide